2-(4-bromo-2-fluorophenyl)oxazole BrC1=CC(=C(C=C1)C=1OC=CN1)F